C(#N)[Fe] Cyanoiron